isopropyl-sulfonate silver [Ag+].C(C)(C)S(=O)(=O)[O-]